N1(CCC1)C=1C=CC=2C3(C4=CC=C(C=C4OC2C1)N1CCC1)OCC1=CC=CC=C13 3',6'-di(azetidin-1-yl)-3H-spiro[isobenzofuran-1,9'-xanthene]